Cl.FC1=C(C=C(C=C1)C1=CC=NC=2NC(C=CC12)=O)NS(=O)(=O)N N-(2-fluoro-5-(7-oxo-7,8-dihydro-1,8-naphthyridin-4-yl)phenyl)sulfamide hydrochloride